ClC=1C=NN(C(C1Cl)=O)CCC(=O)NC1=C(C=C(C(=C1)C)S(N(C)C)(=O)=O)O 3-(4,5-dichloro-6-oxopyridazin-1(6H)-yl)-N-(4-(N,N-dimethylsulfamoyl)-2-hydroxy-5-methylphenyl)propanamide